C(C1=CC=CC=C1)(=O)OC=C1C2=CC=C(C=C2C(C=2C=C(C=CC12)N(C)C)(C)C)N(C)C (3,6-bis(dimethylamino)-10,10-dimethylanthracen-9(10H)-ylidene)methyl benzoate